ClC=1C=C(C=CC1OC)C=1SC=C(N1)SC1=C(N=NN1CC1=CC=C(C=C1)OC)C(=O)O 5-((2-(3-chloro-4-methoxyphenyl)thiazol-4-yl)thio)-1-(4-methoxybenzyl)-1H-1,2,3-triazole-4-carboxylic acid